CC=1C(N(N=CC1)C=1C=NC(=CC1)N[C@@H]1C[C@H](CC1)NC=1N=NC(=CN1)C)=O 4-methyl-2-(6-(((1S,3S)-3-((6-methyl-1,2,4-triazin-3-yl)amino)cyclopentyl)amino)pyridin-3-yl)pyridazin-3(2H)-one